methyl 2-((4-(4-((4-chloro-2-fluorobenzyl)oxy)pyrimidin-2-yl)cyclohex-3-en-1-yl)methyl)-1-(((S)-oxetan-2-yl)methyl)-1H-imidazo[4,5-b]pyridine-6-carboxylate ClC1=CC(=C(COC2=NC(=NC=C2)C2=CCC(CC2)CC=2N(C=3C(=NC=C(C3)C(=O)OC)N2)C[C@H]2OCC2)C=C1)F